1,5,7-triazabicyclo[4.4.0]dec-4-ene N12CCC=NC2NCCC1